N-(3-((5-butyl-4-methylthiazol-2-yl)amino)-3-oxopropyl)-3-(5-methyl-1,2,4-oxadiazol-3-yl)benzamide C(CCC)C1=C(N=C(S1)NC(CCNC(C1=CC(=CC=C1)C1=NOC(=N1)C)=O)=O)C